C(C1=CC=CC=C1)OC1=C(C=CC=C1)C1CCC(CC1)OCC1=NC=CC=C1NS(=O)(=O)C N-(2-((((1s,4s)-4-(2-(benzyloxy)phenyl)cyclohexyl)oxy)methyl)pyridin-3-yl)methanesulfonamide